C(C)(=O)OC1=C(C(=CC=C1)O)C=CC1=C(C=C(C=C1)OC(C)=O)O[Si](C)(C)C 4-acetoxy-2-(trimethylsiloxy)styryl-1,3-benzenediol acetate